ClC1=C(C=CC=C1)C(=O)C=O 2-CHLOROPHENYLGLYOXAL